4-(2-hydroxyphenyl)methylene-2,6-di-tert-butyl-2,5-cyclohexadiene-1-one tropylium tetrakis(1,2,2-trifluoroethenyl)borate FC(=C(F)F)[B-](C(=C(F)F)F)(C(=C(F)F)F)C(=C(F)F)F.[CH+]1C=CC=CC=C1.OC1=C(C=CC=C1)C=C1C=C(C(C(=C1)C(C)(C)C)=O)C(C)(C)C